7-benzyloxy-4-bromo-1-(2,4-difluorophenyl)pyrazolo[3,4-c]pyridine C(C1=CC=CC=C1)OC=1N=CC(=C2C1N(N=C2)C2=C(C=C(C=C2)F)F)Br